aluminum di(sec-butoxy)aluminum acetoacetate C(CC(=O)C)(=O)[O-].C(C)(CC)O[Al+]OC(C)CC.[Al+3].C(CC(=O)C)(=O)[O-].C(CC(=O)C)(=O)[O-].C(CC(=O)C)(=O)[O-]